C(C)(=O)C1=CC=C(C(=C1C1=CC(N(C=C1OC)[C@H](C(=O)NC1=CC=C(C(=O)O)C=C1)CC1CCC1)=O)F)Cl (S)-4-(2-(4-(6-acetyl-3-chloro-2-fluorophenyl)-5-methoxy-2-oxopyridin-1(2H)-yl)-3-cyclobutylpropionylamino)benzoic acid